ClC1=CNC=2N=C(N=C(C21)NC2CN(CC21CC1)C(=O)OCC1=CC=CC=C1)NC=1C=NN(C1)CC benzyl 7-((5-chloro-2-((1-ethyl-1H-pyrazol-4-yl) amino)-7H-pyrrolo[2,3-d]pyrimidin-4-yl) amino)-5-azaspiro[2.4]heptane-5-carboxylate